C(C)(C)(C)OC(=O)N1C2CCC([C@H]1C(=O)O)CC2 (S)-2-(tert-butoxycarbonyl)-2-azabicyclo[2.2.2]octane-3-carboxylic acid